N-(prop-2-yl)-1H-indazole-3-carboxamide CC(C)NC(=O)C1=NNC2=CC=CC=C12